N-methyl-N'-dimethylaminoethyl-piperazine CN1CCN(CC1)CCN(C)C